C(C=C)(=O)NCCCCCC(=O)O 6-Acrylamidocaproic acid